(3S)-1-(5-{[2-methyl-6-(trifluoromethyl)phenyl]methoxy}pyrimidin-2-yl)pyrrolidine-3-carboxamide Sodium N-(2-sulfanyl-1,3-benzothiazol-5-yl)sulfamate SC=1SC2=C(N1)C=C(C=C2)NS([O-])(=O)=O.[Na+].CC2=C(C(=CC=C2)C(F)(F)F)COC=2C=NC(=NC2)N2C[C@H](CC2)C(=O)N